[6-(trifluoromethyl)-1,3-benzoxazol-2-yl]piperidine-1-carboxylate FC(C1=CC2=C(N=C(O2)OC(=O)N2CCCCC2)C=C1)(F)F